2-ethyl-1,4-diethoxynaphthalene C(C)C1=C(C2=CC=CC=C2C(=C1)OCC)OCC